C(=O)(OC(C)(C)C)N1C(CNCC1)CC(=O)O N-Bocpiperazinyl-acetic acid